OC1=CC=C(C=C1)C(C(=O)OC)(C)C methyl 2-(4-hydroxyphenyl)-2-methyl-propanoate